C12(CC(C1)C2)C[C@@H](C(=O)O)NC(=O)C2=NOC(=C2)C(F)(F)F (S)-3-(bicyclo[1.1.1]pentan-1-yl)-2-(5-(trifluoromethyl)isoxazole-3-carboxamido)propanoic acid